N-(5-((3-chlorophenylamino)methyl)pyridin-2-yl)-1-methyl-6-oxo-1,6-dihydropyridine-3-carboxamide ClC=1C=C(C=CC1)NCC=1C=CC(=NC1)NC(=O)C1=CN(C(C=C1)=O)C